C(C=C)(=O)NC=1C(=CC(=C(C1)NC1=NC=C(C(=N1)N1CC(C2=NC(=CC=C21)C)(C)C)C(=O)OC(C)C)OC)N2C[C@@H](CC2)N(C)C isopropyl (R)-2-((5-acrylamido-4-(3-(dimethyl-amino)pyrrolidin-1-yl)-2-methoxy-phenyl)amino)-4-(3,3,5-trimethyl-2,3-dihydro-1H-pyrrolo[3,2-b]pyridin-1-yl)pyrimidine-5-carboxylate